C(C)(C)(C)OC(=O)N1CCC(CC1)N1CCC(CC1)N1N=C2C=C(C(=CC2=C1)NC(C1=NC(=CC=C1)C(F)(F)F)=O)C(=O)OC methyl 2-(1'-(tert-butoxycarbonyl)-[1,4'-bipiperidin]-4-yl)-5-(6-(trifluoromethyl) picolinamido)-2H-indazole-6-carboxylate